ClC1=C(C=C(C=C1)C1=CC=CC=C1)N(C1=NN2C(NC(=CC2=O)CCC)=N1)C 2-[(2-chloro-5-phenylphenyl)-methylamino]-5-propyl-4H-[1,2,4]triazolo[1,5-a]pyrimidin-7-one